O.O.S(C)(=O)(=O)O mono-mesylate dihydrate